NC=1C2=C(N(C(N1)=O)C1=C(C(=CC=C1)C)Cl)N=C(C=C2)C2CC2 4-amino-1-(2-chloro-3-methylphenyl)-7-cyclopropylpyrido[2,3-d]pyrimidin-2-one